4-(chloromethyl)-2-fluoro-1-methoxybenzene ClCC1=CC(=C(C=C1)OC)F